2-((6-fluoroquinolin-4-yl)oxy)-N'-(6-morpholinyl-1,2,4,5-tetrazin-3-yl)acetohydrazide FC=1C=C2C(=CC=NC2=CC1)OCC(=O)NNC=1N=NC(=NN1)N1CCOCC1